COC1=C(C(=O)NC2=CC=C(C=N2)C=2CCNCC2)C=CC(=C1)C=1CCNCC1 2-methoxy-N-(1',2',3',6'-tetrahydro-[3,4']bipyridinyl-6-yl)-4-(1,2,3,6-tetrahydro-pyridin-4-yl)-benzamide